2-chloro-9,10-di(n-pentoxy)anthracene ClC1=CC2=C(C3=CC=CC=C3C(=C2C=C1)OCCCCC)OCCCCC